(R)-4-methyl-N-((2-(6-(3-methylpiperazin-1-yl)pyridin-2-yl)-1,6-naphthyridin-7-yl)methyl)-3-(methylsulfonyl)benzamide CC1=C(C=C(C(=O)NCC2=NC=C3C=CC(=NC3=C2)C2=NC(=CC=C2)N2C[C@H](NCC2)C)C=C1)S(=O)(=O)C